8-(L-threonyl)-2,5,8-triazaspiro[3.5]nonan-1-one N[C@@H]([C@H](O)C)C(=O)N1CCNC2(CNC2=O)C1